Dimethyl-2-phosphacyclohexane-2-oxide CC1(CCP(CC1)=O)C